C1(=CC=CC=C1)S(=O)(=O)O[C@H]1CCC2C3CCC=4C=C(C(=CC4C3CC[C@]12C)OC)O (13S,17S)-3-hydroxy-2-methoxy-13-methyl-7,8,9,11,12,13,14,15,16,17-decahydro-6H-cyclopenta[a]phenanthren-17-yl benzenesulfonate